P(O)(=O)(OP(=O)(O)OP(=O)(O)O)OC[C@@H]1[C@H](C[C@@H](O1)N1C(=O)NC(=O)C(=C1)I)O.BrC=1C=C2C=C(C(=NC2=CC1)OC)C(C(CCN(C)C)(O)C1=CC(=NC(=C1)OC)OC(C)C)C1=C(C(=NC=C1)OC)OC 1-(6-bromo-2-methoxyquinolin-3-yl)-1-(2,3-dimethoxypyridin-4-yl)-4-(dimethylamino)-2-(2-isopropoxy-6-methoxypyridin-4-yl)butan-2-ol 5-iodo-2'-deoxyuridine-5'-triphosphate